2-[(1R,3R)-2-(2-fluoro-2-methyl-propyl)-3-methyl-1,3,4,9-tetrahydropyrido[3,4-b]indol-1-yl]-5-[1-(3-fluoropropyl)azetidin-3-yl]oxy-benzonitrile FC(CN1[C@@H](C=2NC3=CC=CC=C3C2C[C@H]1C)C1=C(C#N)C=C(C=C1)OC1CN(C1)CCCF)(C)C